(R)-N-(3-chloro-2-methyl-4-(N-(1-(piperidin-4-yl)ethyl)sulfamoyl)phenyl)-2-methylbenzamide hydrochloride Cl.ClC=1C(=C(C=CC1S(N[C@H](C)C1CCNCC1)(=O)=O)NC(C1=C(C=CC=C1)C)=O)C